3-(5-bromo-2-formyl-phenoxy)cyclobutanecarboxylic acid tert-butyl ester C(C)(C)(C)OC(=O)C1CC(C1)OC1=C(C=CC(=C1)Br)C=O